O-benzylhydroxylamine hydrochloride salt Cl.C(C1=CC=CC=C1)ON